NC1=C(C(=NN1C1(CC1)C)C1=NC=C(C=C1)C(C)C(NC1=CC(=NO1)CC(C)(C)C)=O)C(=O)N 5-Amino-3-[5-[1-[[3-(2,2-dimethylpropyl)-1,2-oxazol-5-yl]carbamoyl]ethyl]pyridin-2-yl]-1-(1-methylcyclopropyl)pyrazole-4-carboxamide